O1C(=NC2=C1C=CC=C2)C2(CCN(CC2)C2=C(C(N(C1=CC(=CC=C21)C)C)=O)C#N)C 4-[4-(1,3-benzooxazol-2-yl)-4-methylpiperidin-1-yl]-1,7-dimethyl-2-oxo-1,2-dihydroquinoline-3-carbonitrile